C1(=CC=CC=C1)N1N=NC2=C1C=C(C=C2)C2=CC=CC=C2 1,6-diphenyl-1H-benzo[d][1,2,3]triazole